FC(C1=CC=C(C=C1)CC(=O)N)(F)F (4-(trifluoromethyl)phenyl)acetamide